C1(CCC1)CN1N=CC(=C1)NC(=O)C1=CC=CC(=N1)C=1C=NC=CC1OC N-[1-(cyclobutylmethyl)-1H-pyrazol-4-yl]-4'-methoxy-2,3'-bipyridine-6-carboxamide